CC1(CNCCC1N(C(OC(C)(C)C)=O)C)C tert-butyl (3,3-dimethylpiperidin-4-yl)(methyl)carbamate